N[Si] Amino-Silicon